3-(6-Chloro-3,4-dihydro-1H-pyrido[3,4-b]indol-2(9H)-yl)-1-(3-chlorophenyl)propane-1,2-diol ClC=1C=C2C3=C(NC2=CC1)CN(CC3)CC(C(O)C3=CC(=CC=C3)Cl)O